6-bromochroman-4-one BrC=1C=C2C(CCOC2=CC1)=O